1-(5-(3-cyano-6-(1-(piperidin-4-yl)-1H-pyrazol-4-yl)pyrazolo[1,5-a]pyrazin-4-yl)pyridin-2-yl)-4-ethyl-N-isopropylpiperidine-4-carboxamide hydrochloric acid salt Cl.C(#N)C=1C=NN2C1C(=NC(=C2)C=2C=NN(C2)C2CCNCC2)C=2C=CC(=NC2)N2CCC(CC2)(C(=O)NC(C)C)CC